ClC=1C(=NC=C(C1)F)C1(CC1)C(=O)O 1-(3-chloro-5-fluoropyridin-2-yl)cyclopropane-1-carboxylic acid